4-bromo-1-(3-pyrrolidin-1-ylpropyl)pyrazole BrC=1C=NN(C1)CCCN1CCCC1